COCCOC1=CC=C(C=C1)C1=CN(C2=C1C(NC=C2)=O)C2=CC=CC=C2 3-[4-(2-methoxy-ethoxy)-phenyl]-1-phenyl-1,5-dihydro-pyrrolo[3,2-c]pyridin-4-one